ClC1=C(C=CC=C1OC)C(=O)N1C[C@@H]2N(CC1)C[C@@](CC2)(C=2C=NC(=CC2)C(F)(F)F)O |r| (2-chloro-3-methoxyphenyl)-[rac-(7R,9aR)-7-hydroxy-7-[6-(trifluoromethyl)pyridin-3-yl]-3,4,6,8,9,9a-hexahydro-1H-pyrido[1,2-a]pyrazin-2-yl]methanone